3-(3-fluoro-4-(4-oxopiperidin-1-yl)phenyl)piperidine-2,6-dione FC=1C=C(C=CC1N1CCC(CC1)=O)C1C(NC(CC1)=O)=O